C(C)(C)(C)C1=NOC(=N1)C(=O)N[C@H](C)C1=C(C=C(C=C1)B1OC(C(O1)(C)C)(C)C)F (R)-3-(tert-butyl)-N-(1-(2-fluoro-4-(4,4,5,5-tetramethyl-1,3,2-dioxaborolan-2-yl)phenyl)ethyl)-1,2,4-oxadiazole-5-carboxamide